N-[(E)-2-(3,4-dihydroxyphenyl)vinyl]acetamide ethyl-2-((1r,4r)-4-methoxycyclohexyl)acetate C(C)OC(CC1CCC(CC1)OC)=O.OC=1C=C(C=CC1O)/C=C/NC(C)=O